phenyltetrahydro-2H-pyran-4-carboxylate C1(=CC=CC=C1)OC(=O)C1CCOCC1